FC=1C(=CC(=NC1)NC1=NC=CC(=C1)CS(=O)C)C1=C(C=C(C=C1)F)OC 5-fluoro-4-(4-fluoro-2-methoxyphenyl)-N-(4-((methylsulfinyl)methyl)pyridin-2-yl)pyridin-2-amine